tri(dibenzylideneacetone) dipalladium(0) [Pd].[Pd].C(C1=CC=CC=C1)=CC(=O)C=CC1=CC=CC=C1.C(C1=CC=CC=C1)=CC(=O)C=CC1=CC=CC=C1.C(C1=CC=CC=C1)=CC(=O)C=CC1=CC=CC=C1